C1(CC1)C1=CC(=NC=C1)[Sn](CCCC)(CCCC)CCCC 4-cyclopropyl-2-(tributylstannyl)pyridine